N-(isopropoxycarbonyl)pyrrolidine ethyl-(S)-6-(2-(trifluoromethyl)morpholino)quinoline-4-carboxylate C(C)OC(=O)C1=CC=NC2=CC=C(C=C12)N1C[C@H](OCC1)C(F)(F)F.C(C)(C)OC(=O)N1CCCC1